O[NH2+]O.[O+2].[O+2] dioxygen dihydroxyammonium salt